O=S1(CCN(CC1)C=1C=CC=C2C(=CNC12)C1=NC(=NC=C1)N[C@@H]1CNCCC1)=O 4-[7-(1,1-dioxo-1,4-thiazinan-4-yl)-1H-indol-3-yl]-N-[(3S)-3-piperidyl]pyrimidin-2-amine